(Z)-Tert-Butyl 4-Bromo-3-Fluorobut-2-Enylcarbamate BrC/C(=C/CNC(OC(C)(C)C)=O)/F